2-[1-[2-chloro-4-[[(3S)-2,6-dioxo-3-piperidinyl]amino]-6-fluoro-phenyl]-4-hydroxy-4-piperidinyl]acetic acid ClC1=C(C(=CC(=C1)N[C@@H]1C(NC(CC1)=O)=O)F)N1CCC(CC1)(O)CC(=O)O